ClC1=CC=C(S1)CNC1=CC(=NN1C(=O)C=1N=CSC1)C1CN(C1)S(=O)(=O)C N-[(5-Chlorothiophen-2-yl)methyl]-3-(1-methansulfonylazetidin-3-yl)-1-(1,3-thiazol-4-carbonyl)-1H-pyrazol-5-amin